C(CCCCCCC\C=C/CCCCCC)CC(=O)[O-] (Z)-9-Hexadecenylacetat